ClC1=CC(=C(N=N1)C(C)=O)OC 1-(6-chloro-4-methoxy-pyridazin-3-yl)ethanone